C(CCC)C(C(=O)O)CCCC Dibutyl-acetic acid